C(C)(C)(C)NC1CN(CC1)C=1SC2=C(N1)SC(=N2)N2C(C=C(C=C2)C=2C=NNC2)=O 1-{5-[3-(Tert-butylamino)pyrrolidin-1-yl][1,3]thiazolo[5,4-d][1,3]thiazol-2-yl}-4-(1H-pyrazol-4-yl)pyridin-2(1H)-on